6-(1-methyl-1H-pyrazol-4-yl)pyrazolo[1,5-a]pyridine-3-carbonitrile bis(2,2,2-trifluoroacetate) FC(C(=O)O)(F)F.FC(C(=O)O)(F)F.CN1N=CC(=C1)C=1C=CC=2N(C1)N=CC2C#N